FC1=C(C(=CC=C1)F)OC(F)(F)F 1,3-difluoro-2-(trifluoromethoxy)benzene